1-(4-fluoro-2-methoxyphenyl)-N-[1-(4-fluorophenyl)-1H-pyrazol-3-yl]-2-oxo-1,2-dihydropyridine-3-carboxamide FC1=CC(=C(C=C1)N1C(C(=CC=C1)C(=O)NC1=NN(C=C1)C1=CC=C(C=C1)F)=O)OC